[Si](C1=CC=CC=C1)(C1=CC=CC=C1)(C(C)(C)C)OCC1=NN(C(N1CC)=O)C1=C2C(=NN(C(C2=CC=C1)=O)C1=CC(=CC=C1)F)C(C)C (3-(((tert-butyldiphenylsilyl)oxy)methyl)-4-ethyl-5-oxo-4,5-dihydro-1H-1,2,4-triazol-1-yl)-2-(3-fluorophenyl)-4-isopropylphthalazin-1(2H)-one